[I].C(CCCCCCCCCC)Cl undecylchloride iodine